2,3,4,5,6-pentahydroxycaproic acid OC(C(=O)O)C(C(C(CO)O)O)O